2,4,6-triisopropyl-N-(3-methyl-5-(trifluoromethyl)phenyl)benzenesulfonamide C(C)(C)C1=C(C(=CC(=C1)C(C)C)C(C)C)S(=O)(=O)NC1=CC(=CC(=C1)C(F)(F)F)C